(E)-N-[(4-amino-3-methyl-benzofuran-2-yl)methyl]-3-[(3R)-3-hydroxy-3-methyl-4-oxo-2,5-dihydro-1H-pyrido[2,3-b][1,4]diazepine-8-Yl]-N-methyl-prop-2-enamide NC1=CC=CC2=C1C(=C(O2)CN(C(\C=C\C2=CC1=C(NC([C@](CN1)(C)O)=O)N=C2)=O)C)C